OC1C(N(C2=CC=C(C=C2C1=O)C=1N=NN(C1)CC1=CC=C(C=C1)C(F)(F)F)C)=O 3-hydroxy-1-methyl-6-(1-(4-(trifluoromethyl)benzyl)-1H-1,2,3-triazol-4-yl)quinoline-2,4(1H,3H)-dione